4-((2-hydroxyethyl)sulfonamido)-2-(6-azaspiro[2.5]octan-6-yl)-N-(6a,7,9,10-tetrahydro-6H-[1,4]oxazino[4,3-d]pyrido[3,2-b][1,4]oxazin-2-yl)benzamide OCCS(=O)(=O)NC1=CC(=C(C(=O)NC=2C=CC=3OCC4N(C3N2)CCOC4)C=C1)N1CCC4(CC4)CC1